tri(2-ethylhexanoate) chromium [Cr+3].C(C)C(C(=O)[O-])CCCC.C(C)C(C(=O)[O-])CCCC.C(C)C(C(=O)[O-])CCCC